OC1=C2C(=C3C(=C(C(OC3=C1)=O)CC(=O)N1CCOCC1)C)OCO2 4-hydroxy-9-methyl-8-(2-(N-morpholinyl)-2-oxoethyl)-7H-[1,3]dioxolo[4,5-f]chromen-7-one